N-(3-methoxy-4-methyl-phenyl)carbamoyl chloride COC=1C=C(C=CC1C)NC(=O)Cl